O=C1N(C2=CC=NC=3C(=CC=C1C23)[C@@H]2NCC3=CC=CC=C3C2)C2C(NC(CC2)=O)=O 3-(5-Oxo-8-((R)-1,2,3,4-tetrahydroisoquinolin-3-yl)pyrrolo[2,3,4-de]quinolin-4(5H)-yl)piperidine-2,6-dione